N,N-bis(2-hydroxyethyl)-para-phenylenediamine OCCN(C1=CC=C(C=C1)N)CCO